(1S,4S)-tert-Butyl 5-(5-bromo-2-(2-(2-fluoro-6-methoxyphenyl)pyrimidine-4-carboxamido)phenyl)-2,5-diazabicyclo[2.2.1]heptane-2-carboxylate BrC=1C=CC(=C(C1)N1[C@@H]2CN([C@H](C1)C2)C(=O)OC(C)(C)C)NC(=O)C2=NC(=NC=C2)C2=C(C=CC=C2OC)F